N-[[5-(cyanomethoxy)-1-[4-(trifluoromethyl)phenyl]indazol-3-yl]methyl]prop-2-enamide C(#N)COC=1C=C2C(=NN(C2=CC1)C1=CC=C(C=C1)C(F)(F)F)CNC(C=C)=O